FC1=C(OC=2N=CC(=NC2)NC([C@H](C)N2CC(N(CC2)C(=O)[C@@H]2CC=3N(CC2)N=C(N3)CO)(C)C)=O)C=CC(=C1)F (S)-N-(5-(2,4-difluorophenoxy)pyrazin-2-yl)-2-(4-((S)-2-(hydroxymethyl)-5,6,7,8-tetrahydro-[1,2,4]triazolo[1,5-a]pyridine-7-carbonyl)-3,3-dimethyl-piperazin-1-yl)propanamide